((3R,4R)-4-(((6-((2,6-dichlorobenzyl)(ethyl)amino)-5-fluoropyrimidin-4-yl)amino)methyl)-3-hydroxypiperidin-1-yl)acetamide ClC1=C(CN(C2=C(C(=NC=N2)NC[C@@H]2[C@H](CN(CC2)CC(=O)N)O)F)CC)C(=CC=C1)Cl